FC(C(=O)O)(F)F.NC/C(/COC=1C=C2C(CNC(C2=CC1)=O)(C)C)=C\F (E)-6-((2-aminomethyl-3-fluoroallyl)oxy)-4,4-dimethyl-3,4-dihydroisoquinolin-1(2H)-one trifluoroacetate